BrC(C1=C(C=CC=C1)Cl)C1=CC=CC=C1 1-[bromo(phenyl)methyl]-2-chlorobenzene